N-(4-(4-Amino-1-(oxetan-3-yl)-1H-pyrazolo[3,4-d]pyrimidin-3-yl)phenyl)-2-(4-Fluorophenyl)-6-isopropyl-3-oxo-2,3-dihydropyridazine-4-carboxamide NC1=C2C(=NC=N1)N(N=C2C2=CC=C(C=C2)NC(=O)C=2C(N(N=C(C2)C(C)C)C2=CC=C(C=C2)F)=O)C2COC2